O1CCN(CC1)C1=C2C(=NC(=C1)N1N=C(C=C1)C=1C=C(C=CC1)C)C=C(O2)CO (7-morpholino-5-(3-(m-tolyl)-1H-pyrazol-1-yl)furo[3,2-b]pyridin-2-yl)methanol